4-(hydroxymethyl)-1-[4-(pentafluoro-lambda6-sulfanyl)phenyl]indazole-3-carbonitrile OCC1=C2C(=NN(C2=CC=C1)C1=CC=C(C=C1)S(F)(F)(F)(F)F)C#N